O=C1CCC(N1)C(=O)OCC Ethyl 5-oxopyrrolidin-2-carboxylate